tert-butyl (3S)-4-(1-(2-cyano-6-isopropylphenyl)-6-fluoro-7-(6-fluorobenzofuran-7-yl)-2-oxo-1,2-dihydropyrido[2,3-d]pyrimidin-4-yl)-3-methylpiperazine-1-carboxylate C(#N)C1=C(C(=CC=C1)C(C)C)N1C(N=C(C2=C1N=C(C(=C2)F)C2=C(C=CC=1C=COC12)F)N1[C@H](CN(CC1)C(=O)OC(C)(C)C)C)=O